(1s,4s)-4-((4-methoxy-5-(1H-pyrrolo[3,2-b]pyridin-2-yl)pyrrolo[2,1-f][1,2,4]triazin-2-yl)amino)-1-methylcyclohexan-1-ol COC1=NC(=NN2C1=C(C=C2)C2=CC1=NC=CC=C1N2)NC2CCC(CC2)(O)C